3-fluoro-7-(4-(trifluoromethyl)phenoxy)chroman-4-one FC1COC2=CC(=CC=C2C1=O)OC1=CC=C(C=C1)C(F)(F)F